Cl.NC=1N=CC(=NC1)C1=CC(=C(C=C1)NC(=O)C=1C(=NOC1C)C1=CC=CC=C1)OC N-[4-(5-aminopyrazin-2-yl)-2-methoxy-phenyl]-5-methyl-3-phenyl-isoxazole-4-carboxamide hydrochloride